rac-(3S)-1-[2-[4-(2-Chlorophenyl)-2-oxo-pyrano[2,3-b]pyridin-7-yl]oxypropanoyl]piperidin ClC1=C(C=CC=C1)C1=CC(OC2=NC(=CC=C21)OC(C(=O)N2CCCCC2)C)=O